IC1=C2C(=NC=C1)NN=C2C(C)C 4-iodo-3-isopropyl-1H-pyrazolo[3,4-b]pyridine